Ethyl (S)-3-(4-((1-(4-(benzo[d]thiazol-2-yl)phenoxy)-3-methylbutan-2-yl)amino)benzamido)propenoate S1C(=NC2=C1C=CC=C2)C2=CC=C(OC[C@H](C(C)C)NC1=CC=C(C(=O)NC=CC(=O)OCC)C=C1)C=C2